C(C1=CC=CC=C1)OC=1C(=C(C=CC1OC)CC(=O)NC(CC1=CC(=C(C=C1)OCC1=CC=CC=C1)OC([2H])([2H])[2H])([2H])[2H])CO (3-(Benzyloxy)-2-(hydroxymethyl)-4-methoxyphenyl)-N-(2-(4-(benzyloxy)-3-(methoxy-d3)phenyl)ethyl-1,1-d2)acetamide